BrC=1C=2C(N=C3N(C2C=CC1)C1=CC(=CC=C1C3(C)C)N3[C@@H](CNCC3)CC)=O (R)-4-bromo-10-(2-ethylpiperazin-1-yl)-7,7-dimethylindolo[1,2-a]quinazolin-5(7H)-one